C12N(CC(CC1)C2)C2=C(N=CC=1N2N=C(N1)NC1CCN(CC1)S(=O)(=O)C)C=1C=NNC1 5-(2-azabicyclo[2.2.1]hept-2-yl)-N-(1-(methylsulfonyl)piperidin-4-yl)-6-(1H-pyrazol-4-yl)-[1,2,4]triazolo[1,5-a]pyrazin-2-amine